3-(2-chloro-3-methylanilino)-2-{3-[(2-methyloxetan-2-yl)methoxy]pyridin-4-yl}-1,5,6,7-tetrahydro-4H-pyrrolo[3,2-c]pyridin-4-one ClC1=C(NC2=C(NC3=C2C(NCC3)=O)C3=C(C=NC=C3)OCC3(OCC3)C)C=CC=C1C